tert-Butyl 3-(4-(1,1-difluoro-2-hydroxyethoxy)-7-(thiazol-2-yl)benzo[d]oxazol-2-yl)-3,8-diazabicyclo[3.2.1]octane-8-carboxylate FC(CO)(OC1=CC=C(C2=C1N=C(O2)N2CC1CCC(C2)N1C(=O)OC(C)(C)C)C=1SC=CN1)F